1,2-dichloro-1,3,3,3-tetrafluoropropene ClC(=C(C(F)(F)F)Cl)F